BrC=1C=C(C(=CC1)[2H])C1=CC=C(C=C1)[2H] 3-bromo-1,1'-biphenyl-4',6-d2